O[C@@H](C(C)=O)C (R)-3-Hydroxybutan-2-one